3,6-dimethyl-2,4-heptanediol ditrimethylphenylglyoxylate CC1=C(C(=C(C=C1)C(C(=O)OC(C)C(C(CC(C)C)OC(C(=O)C1=C(C(=C(C=C1)C)C)C)=O)C)=O)C)C